2-(2-{[4-(2-methylphenyl)-5-(pyridin-3-yl)-4H-1,2,4-triazol-3-yl]sulfanyl}acetamido)-4H,5H,6H-cyclopenta[b]thiophene-3-carboxamide CC1=C(C=CC=C1)N1C(=NN=C1C=1C=NC=CC1)SCC(=O)NC1=C(C2=C(S1)CCC2)C(=O)N